3-fluoro-5-(piperidin-4-yloxy)quinoline hydrochloride Cl.FC=1C=NC2=CC=CC(=C2C1)OC1CCNCC1